8-hydroxy-5,6,7,8-tetrahydro-1,6-naphthyridine-2-carboxylate hydrochloride Cl.OC1CNCC=2C=CC(=NC12)C(=O)O